7-fluoro-1H-benzimidazole-5-carboxamide FC1=CC(=CC2=C1NC=N2)C(=O)N